bromospiro[cyclopropane-1,2'-inden]-1'(3'h)-one BrC1C2(C(C3=CC=CC=C13)=O)CC2